FC1=C(C=CC=C1)N1N=CC(=C1C(F)(F)F)C(=O)O 1-(2-fluorophenyl)-5-(trifluoromethyl)-1H-pyrazole-4-carboxylic acid